tert-butyl 2-[1-[(3-bromophenyl)methyl]-2-tert-butoxy-2-oxo-ethyl]morpholine-4-carboxylate BrC=1C=C(C=CC1)CC(C(=O)OC(C)(C)C)C1CN(CCO1)C(=O)OC(C)(C)C